BrC1=C2C=NN(C2=C(C=C1)CBr)COCC[Si](C)(C)C 4-bromo-7-(bromomethyl)-1-((2-(trimethylsilyl)ethoxy)methyl)-1H-indazole